(1R,2S,3R,5R)-3-[4-amino-5-(1-methylpiperidin-4-yl)pyrrolo[2,3-d]pyrimidin-7-yl]-5-[({3-[(2-phenylethyl)amino]propyl}amino)methyl]cyclopentane-1,2-diol NC=1C2=C(N=CN1)N(C=C2C2CCN(CC2)C)[C@H]2[C@@H]([C@@H]([C@H](C2)CNCCCNCCC2=CC=CC=C2)O)O